(5-(2-(Dimethylamino)ethoxy)pyridine-2,4-diyl)dicarbamic acid tert-butyl methyl ester COC(NC1=CC(=NC=C1OCCN(C)C)NC(OC(C)(C)C)=O)=O